(S)-3-(4-iodophenoxy)pyrrolidine, hydrochloride Cl.IC1=CC=C(O[C@@H]2CNCC2)C=C1